NC(C(CC12CC(C1)(C2)C=2C=CC1=C(N(C(O1)=O)C)C2)NC(OC(C)(C)C)=O)=O tert-butyl (1-amino-3-(3-(3-methyl-2-oxo-2,3-dihydrobenzo[d]oxazol-5-yl)bicyclo[1.1.1]pentan-1-yl)-1-oxopropan-2-yl)carbamate